(R)-1-((2'-chloro-5-(trifluoromethyl)-[1,1'-biphenyl]-2-yl)sulfonyl)-N-(1-(1,1-dioxido-2H-thiet-3-yl)ethyl)-4-fluoropiperidine-4-carboxamide ClC1=C(C=CC=C1)C1=C(C=CC(=C1)C(F)(F)F)S(=O)(=O)N1CCC(CC1)(C(=O)N[C@H](C)C=1CS(C1)(=O)=O)F